[3-(benzyloxy)prop-1-yn-1-yl]-7-bromoquinoline C(C1=CC=CC=C1)OCC#CC1=NC2=CC(=CC=C2C=C1)Br